O1[C@H](COCC1)CN1N=C2C3=C(CC4(C2=C1)CC4)OC(=C3C)C(=O)NC[C@@H]3OC4(COC4)CC3 2'-{[(2S)-1,4-dioxan-2-yl]methyl}-N-{[(6R)-2,5-dioxaspiro[3.4]oct-6-yl]methyl}-8'-methyl-2',5'-dihydrospiro[cyclopropane-1,4'-furo[2,3-g]indazole]-7'-carboxamide